O[C@H]1C[C@H]2[C@@H]3CC[C@H]([C@@H](CCCC(C([2H])([2H])[2H])(C([2H])([2H])[2H])[2H])C)[C@]3(CC[C@@H]2[C@]2(CCCC[C@H]12)C)C 6α-hydroxy-5α-cholestane-d7